COC=1C=C(C=C(C1)C1=NC(=NO1)C)O 3-methoxy-5-(3-methyl-1,2,4-oxadiazol-5-yl)phenol